5-tert-butyl-2,3-dimethylbenzene-1-sulfonyl chloride C(C)(C)(C)C=1C=C(C(=C(C1)S(=O)(=O)Cl)C)C